The molecule is an inorganic radical anion, a phosphorus oxoanion and a monovalent inorganic anion. It is a conjugate acid of a (dioxido)trioxidophosphate(.2-). OP(=O)([O-])O[O]